1-(tert-butoxycarbonyl)-3-(methoxymethyl)-pyrrolidine-3-carboxylic acid C(C)(C)(C)OC(=O)N1CC(CC1)(C(=O)O)COC